C(C)(C)(C)N1CCC2=CC(=C(C=C12)C(F)F)C=1C=NC(=CC1)C(=O)OC tert-Butyl-6-(difluoromethyl)-5-(6-(methoxycarbonyl)pyridin-3-yl)indoline